C(CN([C@@H](CCC(=O)O)C(=O)O)CC(=O)O)(=O)O glutamic acid N,N-diacetic acid